C(C)(C)C1=C(C=CC=C1)C1N(CCN(C1)C1CC(CC1)C1=CC=CC=C1)C1CC2(C1)CCNCC2 2-(2-(2-isopropylphenyl)-4-(3-phenylcyclopentyl)piperazin-1-yl)-7-azaspiro[3.5]nonane